FC1C(COC1)OC1=NN(C=C1N)COCC[Si](C)(C)C 3-((4-fluorotetrahydrofuran-3-yl)oxy)-1-((2-(trimethylsilyl)ethoxy)methyl)-1H-pyrazol-4-amine